COC1=CC=2C3=C(NC2C=C1)CCN(C3)C(=O)C=3N=C(NC3)C(F)(F)F (8-methoxy-1,3,4,5-tetrahydropyrido[4,3-b]indol-2-yl)-[2-(trifluoromethyl)-1H-imidazol-4-yl]methanone